C(C)(C)(C)OC1=CC=C(C=C)C=C1 4-T-Butoxystyrene